ClC=1C=C(C(=NC1)[C@@H](C)N)F |r| rac-1-(5-chloro-3-fluoropyridin-2-yl)ethanamine